CC=1C=CC2=C(NN=N2)C1[N+](=O)[O-] 6-methyl-7-nitro-1H-benzo[D][1,2,3]triazole